[Ti+4].[Nb+5].CN(C(C(C)(C)C)=O)CC1=C(C(=CC(=C1)F)F)F N-methyl-N-(2,3,5-trifluorobenzyl)trimethylacetamide niobium (5+) titanium (4+)